FC1([C@H]2CC(C[C@@H]12)C(=O)OC)F methyl (1r,3s,5s)-6,6-difluorobicyclo[3.1.0]hexane-3-carboxylate